C1(=CC=C(C=C1)C(=O)O)C(=O)O 1,4-benzene-dicarboxylic acid